C12CCC(CC1)N2CC2=C(CNC1=C(C(=C(C(=C1)F)S(=O)(=O)NC1=NOC=C1)F)C)C(=CC=C2)F 4-((2-((7-azabicyclo[2.2.1]heptan-7-yl)methyl)-6-fluorobenzyl)amino)-2,6-difluoro-N-(isoxazol-3-yl)-3-methylbenzenesulfonamide